CC(C)CC1=CC=C(C=C1)CC(=O)O The molecule is a monocarboxylic acid that is acetic acid in which one of the methyl hydrogens is replaced by a 4-isobutylphenyl group. Although it was shown to be effective in treatment of rheumatoid arthritis, the clinical use of ibufenac was discontinued due to hepatotoxic side-effects. It has a role as a non-steroidal anti-inflammatory drug, a non-narcotic analgesic, a hepatotoxic agent and an EC 1.14.99.1 (prostaglandin-endoperoxide synthase) inhibitor. It derives from an acetic acid.